ethyl (R)-2-(1-(2-ethyl-6-(5-(hydroxymethyl)-1-methyl-1H-1,2,3-triazol-4-yl)pyridin-3-yl)piperidin-3-yl)acetate C(C)C1=NC(=CC=C1N1C[C@H](CCC1)CC(=O)OCC)C=1N=NN(C1CO)C